2,4-Undecadiene CC=CC=CCCCCCC